(R,E)-3-(5-(4-(4-(4-(1-(4-hydroxyphenyl)-2-phenylbut-1-en-1-yl)phenyl)piperazine-1-carbonyl)piperazin-1-yl)-1-oxoisoindolin-2-yl)piperidine-2,6-dione OC1=CC=C(C=C1)\C(=C(/CC)\C1=CC=CC=C1)\C1=CC=C(C=C1)N1CCN(CC1)C(=O)N1CCN(CC1)C=1C=C2CN(C(C2=CC1)=O)[C@H]1C(NC(CC1)=O)=O